C(C)OC(C(C(=O)O)(CC1=CC=C(C=C1)C)C)=O 3-ethoxy-2-methyl-2-(4-methylbenzyl)-3-oxopropanoic acid